C(C)(C)O[Ti](OCC)(OCC)OC(C)C diisopropoxydiethoxytitanium